(S)-1-(3-(5-(1-amino-1,3-dihydrospiro[indene-2,4'-piperidin]-1'-yl)-6-(hydroxymethyl)pyrazin-2-yl)prop-2-yn-1-yl)-1H-benzo[d]imidazole-5-carboxamide N[C@@H]1C2=CC=CC=C2CC12CCN(CC2)C=2N=CC(=NC2CO)C#CCN2C=NC1=C2C=CC(=C1)C(=O)N